2-(1,3-dihydroxypropan-2-yl)-5-nitroisoquinolin-1(2H)-one OCC(CO)N1C(C2=CC=CC(=C2C=C1)[N+](=O)[O-])=O